FC1=C(C(=CC(=C1)CNC1=NC=CC(=C1)F)O)N1CC(NS1(=O)=O)=O 5-[2-fluoro-4-[[(4-fluoro-2-pyridyl)amino]methyl]-6-hydroxy-phenyl]-1,1-dioxo-1,2,5-thiadiazolidin-3-one